N[C@@H]1C2=CC=CC=C2CC12CCN(CC2)C=2C(=NC(=C(N2)C)C2=C(C(=CC=C2)Cl)Cl)CO (S)-(3-(1-amino-1,3-dihydrospiro[inden-2,4'-piperidin]-1'-yl)-6-(2,3-dichlorophenyl)-5-methylpyrazin-2-yl)methanol